(6,7-dichloro-9-ethyl-1-methyl-1,3,4,5-tetrahydro-2H-pyrido[4,3-b]indol-2-yl)(5-methoxypyrimidin-2-yl)methanone ClC1=C(C=C(C=2C3=C(NC12)CCN(C3C)C(=O)C3=NC=C(C=N3)OC)CC)Cl